N-((1S,3r)-3-((S)-3-(4-(3-cyano-4-methoxypyrazolo[1,5-a]pyridin-6-yl)-1H-pyrazol-1-yl)pyrrolidine-1-carbonyl)cyclobutyl)acryl-amide C(#N)C=1C=NN2C1C(=CC(=C2)C=2C=NN(C2)[C@H]2CN(CC2)C(=O)C2CC(C2)NC(C=C)=O)OC